C(C)(C)(C)C=1C(=C(C=C(C1)CCC(=O)OCCCCCCCC)N1N=C2C(=N1)C=CC(=C2)Cl)O 2-(3'-tert-butyl-5'-(2-octoxycarbonylethyl)-2'-hydroxyphenyl)-5-chlorobenzotriazole